C(CCCCCCCCCCCC)C(C(C)CCCCCCCCCCCCC)C di(tridecyl)butane